6'-(((1S,3S)-3-((5-Chloropyrazin-2-yl)amino)cyclopentyl)amino)-2-oxo-2H-[1,3'-bipyridine]-5-carbonitrile ClC=1N=CC(=NC1)N[C@@H]1C[C@H](CC1)NC1=CC=C(C=N1)N1C(C=CC(=C1)C#N)=O